N1(N=CC=C1)C=1C=CC(=C2C=NN(C12)COCC[Si](C)(C)C)C1=CN=C(N=N1)NC1C[C@H]2CC[C@@H](C1)N2C(=O)OC(C)(C)C tert-butyl (1R,5S)-3-[[6-[7-pyrazol-1-yl-1-(2-trimethylsilylethoxymethyl)indazol-4-yl]-1,2,4-triazin-3-yl]amino]-8-azabicyclo[3.2.1]octane-8-carboxylate